3-methyl-1-(2-(1-piperidinyl)phenyl)butylamine adipate C(CCCCC(=O)O)(=O)O.CC(CC(C1=C(C=CC=C1)N1CCCCC1)N)C